Methyl 4-[3-[2,6-dichloro-4-(1-methylpyrazol-4-yl)benzoyl]-2,4-dihydro-1,3-benzoxazin-8-yl]-5-fluoro-2-[methyl(oxetan-3-yl)amino]benzoate ClC1=C(C(=O)N2COC3=C(C2)C=CC=C3C3=CC(=C(C(=O)OC)C=C3F)N(C3COC3)C)C(=CC(=C1)C=1C=NN(C1)C)Cl